N1=CN=C(C2=C1C=CC=N2)NC(C(=O)O)CC 2-(pyrido[3,2-d]pyrimidin-4-ylamino)butyric acid